2-(3,4-dichlorophenyl)-1-(2,7-diazaspiro[3.5]nonan-2-yl)ethanone hydrochloride Cl.ClC=1C=C(C=CC1Cl)CC(=O)N1CC2(C1)CCNCC2